N1C=NC2=C1C=CC=C2N2CCC1(COC1)CC2 7-(1H-benzo[d]Imidazol-4-yl)-2-oxa-7-azaspiro[3.5]Nonane